C(C1=CC=CC=C1)N1CCNC2=CC=C(C=C12)OC 1-benzyl-7-methoxy-1,2,3,4-tetrahydroquinoxaline